L-ascorbic acid 2-phosphate magnesium salt [Mg+2].P(=O)([O-])([O-])OC=1C(=O)O[C@@H](C1O)[C@@H](O)CO